4-hydroxy-n-butyl-sodium OCCCC[Na]